2-amino-3-((S)-2-oxopyrrolidin-3-yl)propionamide hydrochloride Cl.NC(C(=O)N)C[C@H]1C(NCC1)=O